1,2-dihydroxy-3-sulfoanthraquinone OC1=C(C(=CC=2C(C3=CC=CC=C3C(C12)=O)=O)S(=O)(=O)O)O